C(OC1=C(C=CC=C1)C1=CC=C(C=C1)C(=CC1=CC=C(C=C1)N(C1=CC=CC=C1)C1=CC=CC=C1)C#N)([O-])=S (4-(1-cyano-2-(4-(diphenylamino) phenyl) vinyl) phenyl)-phenyl thiocarbonate